4-(5-(trifluoromethyl)pyridin-2-yl)adamantane-1-carboxamide FC(C=1C=CC(=NC1)C1C2CC3(CC(CC1C3)C2)C(=O)N)(F)F